C(C)(C)(C)CCC(C)=O (S)-tert-butyl-(3-oxobutane)